2-(4-((2-acetamidothiazol-5-yl)methyl)piperazin-1-yl)-N-(4-methylpyridin-2-yl)acetamide C(C)(=O)NC=1SC(=CN1)CN1CCN(CC1)CC(=O)NC1=NC=CC(=C1)C